ClC1=C(C=C(C=C1OC)OC)C1=CC2=C(N=C(N=C2)NC2=CC=C(C=C2)N2CCN(CC2)CCO)N2C1=NN=C2 2-(4-(4-((6-(2-chloro-3,5-dimethoxyphenyl)-[1,2,4]triazolo[4',3':1,6]pyrido[2,3-d]pyrimidin-2-yl)amino)phenyl)piperazin-1-yl)ethan-1-ol